tert-butyl (2R,4R)-4-hydroxy-4-methyl-2-[[2-oxo-1-pyrazin-2-yl-2-(tetrahydropyran-4-ylamino)ethyl]-[4-(pentafluoro-λ6-sulfanyl)phenyl]carbamoyl]pyrrolidine-1-carboxylate O[C@@]1(C[C@@H](N(C1)C(=O)OC(C)(C)C)C(N(C1=CC=C(C=C1)S(F)(F)(F)(F)F)C(C(NC1CCOCC1)=O)C1=NC=CN=C1)=O)C